N[C@H](C(=O)O)CC1=CN=CN1C (S)-2-amino-3-(1-methyl-1H-imidazol-5-yl)propionic acid